OC1=NC2=NC=CC=C2C=C1C(=O)O 2-hydroxy-1,8-naphthyridine-3-carboxylic acid